2-((2-methoxy-4-(methylsulfonyl)phenyl)amino)-4-((2-methoxy-ethyl)amino)-7H-pyrrolo[2,3-d]pyrimidine-5-carbonitrile COC1=C(C=CC(=C1)S(=O)(=O)C)NC=1N=C(C2=C(N1)NC=C2C#N)NCCOC